2-(((1s,4s)-4-((5-([1,2,4]triazolo[1,5-a]pyridin-6-yl)-4-methoxy-7H-pyrrolo[2,3-d]pyrimidin-2-yl)amino)cyclohexyl)oxy)ethan-1-ol N=1C=NN2C1C=CC(=C2)C2=CNC=1N=C(N=C(C12)OC)NC1CCC(CC1)OCCO